methyl (S)-3-(6-aminopyridin-3-yl)-2-((tertbutoxycarbonyl)amino)propanoate NC1=CC=C(C=N1)C[C@@H](C(=O)OC)NC(=O)OC(C)(C)C